4-Morpholin-4-yl-chromen-2-one N1(CCOCC1)C1=CC(OC2=CC=CC=C12)=O